5-chloro-N-(2,4-dimethoxybenzyl)-2,4-difluoro-N-(pyrazin-2-yl)benzenesulfonamide ClC=1C(=CC(=C(C1)S(=O)(=O)N(C1=NC=CN=C1)CC1=C(C=C(C=C1)OC)OC)F)F